ClC=1C=C(C(=NC1)OC1=CC=C(OC(C(=O)O)C)C=C1)F 2-[4-(5-chloro-3-fluoro-2-pyridyloxy)phenoxy]propionic acid